ethyl-thioglycolate C(C)C(C(=O)[O-])S